benzooxocinone O1C(C=CC=CC2=C1C=CC=C2)=O